3-bromo-4-[(2,4-difluorobenzyl)oxy]-1-(2-furanylmethyl)-6-methylpyridin-2(1H)-one BrC=1C(N(C(=CC1OCC1=C(C=C(C=C1)F)F)C)CC=1OC=CC1)=O